3-((6-((2-(2-((tert-butyldimethylsilyl)oxy)ethoxy)pyrimidin-4-yl)amino)-1-(methylamino)-2,7-naphthyridin-4-yl)ethynyl)phenol [Si](C)(C)(C(C)(C)C)OCCOC1=NC=CC(=N1)NC=1C=C2C(=CN=C(C2=CN1)NC)C#CC=1C=C(C=CC1)O